1-(5-chloropyridin-2-yl)-2-phenylprop-2-en-1-one ClC=1C=CC(=NC1)C(C(=C)C1=CC=CC=C1)=O